OC1(CCN(CC1)C(=O)C1=CC=C(C=C1)C=1C=CC=2N(C1)C(=CN2)C2=CC=C(C#N)C=C2)C2=CC=CC=C2 4-(6-(4-(4-hydroxy-4-phenylpiperidine-1-carbonyl)phenyl)imidazo[1,2-a]pyridin-3-yl)benzonitrile